N-((2S,3S,4R)-3,4-Dihydroxy-1-(((2S,3R,4S,5R,6R)-3,4,5-trihydroxy-6-(hydroxymethyl)tetrahydro-2H-pyran-2-yl)oxy)octadecan-2-yl)stearamide O[C@@H]([C@H](CO[C@H]1O[C@@H]([C@@H]([C@@H]([C@H]1O)O)O)CO)NC(CCCCCCCCCCCCCCCCC)=O)[C@@H](CCCCCCCCCCCCCC)O